N-(2-aminoethyl)-2-[(2S,4R)-1-[(2S)-2-[(1-fluorocyclopropanecarbonyl)amino]-3,3-dimethyl-butyryl]-4-hydroxy-pyrrolidin-2-yl]-N-(4-phenylbutyl)-1H-imidazole-4-carboxamide hydrochloride Cl.NCCN(C(=O)C=1N=C(NC1)[C@H]1N(C[C@@H](C1)O)C([C@H](C(C)(C)C)NC(=O)C1(CC1)F)=O)CCCCC1=CC=CC=C1